1,2,4-oxadiazole-5(4H)-thione O1N=CNC1=S